NCC(=O)OCC1=CC(=CC(=C1)[N+](=O)[O-])[N+](=O)[O-] 3,5-dinitrobenzyl glycinate